N1(N=NN=C1)CCCCC1=CC=C(C=C1)O 4-(4-(1H-tetrazol-1-yl)butyl)phenol